C(C)OC(=O)C=1C=NN(C1C(F)(F)F)C1=CC(=NC=C1C)NC(=O)OC(C)(C)C 1-(2-((tert-butoxycarbonyl)amino)-5-methylpyridin-4-yl)-5-(trifluoromethyl)-1H-pyrazole-4-carboxylic acid ethyl ester